BrC1(C(C1)(C1=CC=CC=C1)C1=CC=CC=C1)[Si](C)(C)C (1-bromo-2,2-diphenylcyclopropyl)(trimethyl)silane